di(o-methylphenyl)oxalic acid-diamide CC1=C(C=CC=C1)NC(C(=O)NC1=C(C=CC=C1)C)=O